methoxyphenylpropionaldehyde COC(C=O)(C)C1=CC=CC=C1